(5S)-2-[1-tert-butyl-5-(trifluoromethyl)-1H-pyrazole-4-carbonyl]-9,9-dimethyl-8-oxo-2-azaspiro[4.5]dec-6-ene-7-carbonitrile C(C)(C)(C)N1N=CC(=C1C(F)(F)F)C(=O)N1C[C@@]2(CC1)C=C(C(C(C2)(C)C)=O)C#N